2-(4-chloro-2,6-dimethylphenyl)-5-(pyrrolidin-1-yl)-1,2,3,6-tetrahydro-7H-[1,2,3]triazolo[4,5-d]pyrimidin-7-one ClC1=CC(=C(C(=C1)C)N1NC2=C(N=C(NC2=O)N2CCCC2)N1)C